(4R)-2-(2-amino-2-oxo-ethyl)-4-methyl-N-(5-tetrahydrofuran-3-yloxy-3-pyridyl)-3,4-dihydro-1H-isoquinoline-7-carboxamide NC(CN1CC2=CC(=CC=C2[C@H](C1)C)C(=O)NC=1C=NC=C(C1)OC1COCC1)=O